(5-fluoro-1-(2-Methoxyethyl)-1H-indazol-6-yl)-methanol FC=1C=C2C=NN(C2=CC1CO)CCOC